2-(4-chlorophenylmethyl)-3-(4-chlorophenyl)-3-((1-(hydroxymethyl)cyclopropyl)methoxy)-6-(prop-1-en-2-yl)isoindolin-1-one ClC1=CC=C(C=C1)CN1C(C2=CC(=CC=C2C1(OCC1(CC1)CO)C1=CC=C(C=C1)Cl)C(=C)C)=O